14-(Trimethylsilyl)tetradec-13-yn-1-yl methanesulfonate CS(=O)(=O)OCCCCCCCCCCCCC#C[Si](C)(C)C